Benzo[A]fluorenone C1=CC=C2C(=C1)C=CC3=C2C(=O)C4=CC=CC=C34